C(C)C1=NC(=NO1)C=1C=C2CC[C@H](C2=CC1F)NC(=O)C=1C=NN(C1)C (R)-N-(5-(5-ethyl-1,2,4-oxadiazol-3-yl)-6-fluoro-2,3-dihydro-1H-inden-1-yl)-1-methyl-1H-pyrazole-4-carboxamide